3-(3-((5-bromo-2-((3-methyl-1-(8-methyl-8-azabicyclo[3.2.1]octan-3-yl)-1H-pyrazol-4-yl)amino)pyrimidin-4-yl)amino)propyl)-1,3-oxazepan-2-one BrC=1C(=NC(=NC1)NC=1C(=NN(C1)C1CC2CCC(C1)N2C)C)NCCCN2C(OCCCC2)=O